tert-butyl (R)-4-((S)-10-((4-chloro-2-oxopyridin-1(2H)-yl)methyl)-10-hydroxy-7-azaspiro[4.5]decane-7-carbonyl)-3-phenylpiperazine-1-carboxylate ClC1=CC(N(C=C1)C[C@@]1(CCN(CC12CCCC2)C(=O)N2[C@@H](CN(CC2)C(=O)OC(C)(C)C)C2=CC=CC=C2)O)=O